ethyl-1-(imidazo[1,2-a]pyrazin-3-ylmethyl)indoline-6-carboxylic acid C(C)C1N(C2=CC(=CC=C2C1)C(=O)O)CC1=CN=C2N1C=CN=C2